C(C1=CC=CC=C1)N1N=CC(=C1)S(=O)(=O)Cl 1-benzylpyrazole-4-sulfonyl chloride